2-[2-amino-3-(1,3-dioxolan-2-yl)phenyl]pyrrolidine-1-carboxylate NC1=C(C=CC=C1C1OCCO1)C1N(CCC1)C(=O)[O-]